4-[6-(6-fluoro-2-methyl-quinazolin-4-yl)-7,8-dihydro-5H-1,6-naphthyridin-3-yl]-3,5-dimethyl-isoxazole FC=1C=C2C(=NC(=NC2=CC1)C)N1CC=2C=C(C=NC2CC1)C=1C(=NOC1C)C